ClC=1C=C2CCCN(C2=C(C1)C1=C2C(=NC=C1)C(=C(S2)CO)F)[C@H]2CN(CC2)C(=O)OC(C)(C)C (R)-tert-butyl 3-(6-chloro-8-(3-fluoro-2-(hydroxymethyl)thieno[3,2-b]pyridin-7-yl)-3,4-dihydroquinolin-1(2H)-yl)pyrrolidine-1-carboxylate